ClC1=C(C=C(N=N1)C(C(=O)OC(C)(C)C)C#N)C tert-butyl 2-(6-chloro-5-methylpyridazin-3-yl)-2-cyanoacetate